(E)-N-(2,6-difluoro-4-(8-(5-fluoro-7-methoxy-1-methyl-4-oxo-1,4-dihydroquinazolin-6-yl)indolizine-3-carbonyl)phenyl)-4-((1-methylcyclopropyl)amino)but-2-enamide FC1=C(C(=CC(=C1)C(=O)C1=CC=C2C(=CC=CN12)C=1C(=C2C(N=CN(C2=CC1OC)C)=O)F)F)NC(\C=C\CNC1(CC1)C)=O